FC1=CC2=C(N=C3N2[C@H]2CC[C@@H]3C2)C(=C1)NC(C1=C(C=C(C=C1)NS(=O)(=O)CCO)N1CCC2(CC2)CC1)=O N-((1S,4R)-8-fluoro-1,2,3,4-tetrahydro-1,4-methylenebenzo[4,5]imidazo[1,2-a]pyridin-6-yl)4-(2-hydroxyethanesulfonylamino)-2-(6-azaspiro[2.5]octan-6-yl)benzamide